FC(CN1N=CC(=C1)C1=NN2C(OCCC2)=C1C(=O)O)(F)F 2-[1-(2,2,2-Trifluoro-ethyl)pyrazol-4-yl]-6,7-dihydro-5H-pyrazolo[5,1-b][1,3]oxazine-3-carboxylic acid